C(#C)[C@H]([C@@](CN1N=CN=C1)(O)C1=C(C=C(C=C1)F)F)C (2R,3R)-3-ethynyl-2-(2,4-difluorophenyl)-1-(1H-1,2,4-triazol-1-yl)butan-2-ol